(S)-2'-hydroxy-3'-methoxy-6,6'-dimethyl-[1,1'-biphenyl]-2-carbonitrile OC1=C(C(=CC=C1OC)C)C=1C(=CC=CC1C)C#N